3,4,4,4-Tetrafluoro-3-(trifluoromethyl)butan-1-ol FC(CCO)(C(F)(F)F)C(F)(F)F